2-(2-(tetrahydro-1H-furo[3,4-c]pyrrol-5(3H)-yl)-6-(trifluoromethyl)benzyl)-2,7-diazaspiro[3.5]nonane-7-carboxylate C1OCC2C1CN(C2)C2=C(CN1CC3(C1)CCN(CC3)C(=O)[O-])C(=CC=C2)C(F)(F)F